ClC1=C(C#N)C=CC(=C1)N1[C@@H](CN[C@H](C1)C)C 2-chloro-4-((2R,5S)-2,5-dimethylpiperazin-1-yl)benzonitrile